C(#N)N1CC(C(CC1)N1N=CC(=C1C)C=1C=C(C=2N(C1)N=CC2C#N)OC)(F)F 6-[1-(1-Cyano-3,3-difluoro-4-piperidyl)-5-methyl-pyrazol-4-yl]-4-methoxy-pyrazolo[1,5-a]pyridine-3-carbonitrile